CN(C1=CC=C(C=C1)S(=O)(=O)Cl)C 4-(dimethylamino)benzenesulfonyl chloride